2,2-dimethyl-5-oxopyrrolidine-1-carboxylic acid tert-butyl ester C(C)(C)(C)OC(=O)N1C(CCC1=O)(C)C